CC[C@@H](O)[C@H](O)[C@H](O)CO 1,2-dideoxy-D-arabino-hexitol